C(C1=CC=CC=C1)(=O)OC1C23C(NC1=O)OC(C21C(CC3(O)C(C)(C)C)OC(C1CC1=C(C=C(C=C1)OC)OC)=O)=O 2,4-dimethoxy-benzyl-9-(tert-butyl)-9-hydroxy-2,4,7-trioxooctahydro-4H,9H-furo[3'',2'':2',3']cyclopenta[1',2':3,4]furo[2,3-b]pyrrol-8-yl benzoate